BrC1=CC=C(C=C1)C1=NC(=CC(=N1)O)O (4-bromophenyl)pyrimidine-4,6-diol